C(C)SSSCC diethyl trisulphide